[Ce].[Mo].[Nd].[La] lanthanum neodymium molybdenum cerium